3-({[(1R)-6-[(3-cyanophenyl)(methyl)amino]-1,2,3,4-tetrahydronaphthalen-1-yl]methyl}amino)pyridine-4-carboxylic acid C(#N)C=1C=C(C=CC1)N(C=1C=C2CCC[C@H](C2=CC1)CNC=1C=NC=CC1C(=O)O)C